N-(3-oxa-9-azabicyclo[3.3.1]nonan-7-yl)-2-fluoro-7,8,9,10-tetrahydro-6H-azepino[1,2-a]indole-11-carboxamide C12COCC(CC(C1)NC(=O)C1=C3N(C4=CC=C(C=C14)F)CCCCC3)N2